2-(dinaphtho[2,1-d:1',2'-f][1,3]dioxepin-4-yl)-1-(3-methoxyphenyl)ethan C1=CC=2OC(OC3=C(C2C=2C=CC=CC12)C1=CC=CC=C1C=C3)CCC3=CC(=CC=C3)OC